C12(CC3CC(CC(C1)C3)C2)C=2C(=CC(=C(C(=O)NCC3=CC(=C(C=C3)O)O)C2)O)OC 5-adamant-1-yl-N-(3,4-dihydroxybenzyl)-2-hydroxy-4-methoxy-benzoic acid amide